4-((5-(6-Chloro-4-fluoropyridin-3-yl)pyrazin-2-yl)methyl)morpholine ClC1=CC(=C(C=N1)C=1N=CC(=NC1)CN1CCOCC1)F